C1(=CC=CC2=CC=CC=C12)C1=CC=C(C=C1)NC1=CC=C(C=C1)C1=CC=CC=2C=3C=CC=CC3OC12 N-[4-(naphthalen-1-yl)phenyl]-4-{8-oxatricyclo[7.4.0.02,7]trideca-1(9),2(7),3,5,10,12-hexaen-6-yl}aniline